FC1=C(C(=CC=C1)F)C1=CC(=C2C=NC(=NN21)N[C@H]2[C@@H](CN(CC2)S(=O)(=O)C)O)F (3R,4R)-4-((7-(2,6-difluorophenyl)-5-fluoropyrrolo[2,1-f][1,2,4]triazin-2-yl)amino)-1-(methylsulfonyl)piperidin-3-ol